2-chloro-6-methylthiazolo[5,4-c]Pyridine ClC=1SC=2C=NC(=CC2N1)C